FC1=C(C=CC(=C1)F)NC=1SC(=C(N1)C(CCC(=O)O)(CC)C(=O)OCC)C 4-(2-((2,4-difluorophenyl)amino)-5-methylthiazol-4-yl)-4-(ethoxycarbonyl)hexanoic acid